C(=O)=C1NC(CCC1N1C(C2=CC=C(C=C2C1)CNC(NC1=CC=C(C(=O)O)C=C1)=O)=C=O)=C=O 4-(3-((2-(2,6-dicarbonylpiperidin-3-yl)-1-carbonylisoindolin-5-yl)methyl)ureido)benzoic acid